sodium (2S)-2-{[(1S,3aR,6aS)-2-(4-methoxy-1H-indole-2-carbonyl)-hexahydro-1H-cyclopenta[c]pyrrol-1-yl]formamido}-1-hydroxy-3-[(3S)-2-oxopiperidin-3-yl]propane-1-sulfonate COC1=C2C=C(NC2=CC=C1)C(=O)N1[C@@H]([C@@H]2[C@H](C1)CCC2)C(=O)N[C@H](C(S(=O)(=O)[O-])O)C[C@H]2C(NCCC2)=O.[Na+]